N-{[(2S)-oxolan-2-yl]methyl}-4,5-dihydro-2H-furo[2,3-g]indazol-7-carboxamid O1[C@@H](CCC1)CNC(=O)C1=CC2=C(CCC3=CNN=C23)O1